CC1(N(CCC1)C1=NC(=NC2=C(C(=C(C=C12)C(F)(F)F)C1=CC=C(C2=C1N=C(S2)N)F)F)OC[C@]21CCCN1C[C@@H](C2)F)C 4-(4-(2,2-dimethylpyrrolidin-1-yl)-8-fluoro-2-(((2R,7aS)-2-fluorotetrahydro-1H-pyrrolizin-7a(5H)-yl)methoxy)-6-(trifluoromethyl)quinazolin-7-yl)-7-fluorobenzo[d]thiazol-2-amine